C(#CCC)SCCNC(CCNC([C@@H](C(COP(OP(OC[C@@H]1[C@H]([C@H]([C@@H](O1)N1C=NC=2C(N)=NC=NC12)O)OP(=O)(O)O)(=O)O)(=O)O)(C)C)O)=O)=O butynyl-CoA